7-(3,5-dimethylisoxazol-4-yl)-3-fluoro-4-oxoquinolin CC1=NOC(=C1C1=CC=C2C(C(C=NC2=C1)F)=O)C